2-({[(9H-fluoren-9-yl)methoxy]carbonyl}[2-(4-fluorophenyl)ethyl]amino)acetic acid C1=CC=CC=2C3=CC=CC=C3C(C12)COC(=O)N(CC(=O)O)CCC1=CC=C(C=C1)F